(5-cyclopropyl-3-(3,5-dichloropyridin-4-yl)isoxazol-4-yl)methanol C1(CC1)C1=C(C(=NO1)C1=C(C=NC=C1Cl)Cl)CO